2-amino-N-((4'-(trifluoromethyl)-[1,1'-biphenyl]-4-yl)methyl)hexanamide tert-butyl-7-(4,4,5,5-tetramethyl-1,3,2-dioxaborolan-2-yl)-3,4-dihydroisoquinoline-2(1H)-carboxylate C(C)(C)(C)OC(=O)N1CC2=CC(=CC=C2CC1)B1OC(C(O1)(C)C)(C)C.NC(C(=O)NCC1=CC=C(C=C1)C1=CC=C(C=C1)C(F)(F)F)CCCC